C(C1=CC=CC=C1)NS(=O)(=O)C1=CC(=CC=C1)C1=NC2=C(C=CN=C2C=C1)N1C[C@H](OCC1)CO (S)-N-benzyl-3-(8-(2-(hydroxymethyl)morpholino)-1,5-naphthyridin-2-yl)benzenesulfonamide